N-(6-amino-5-ethylpyridin-3-yl)-2-(5-methyl-2-phenylpiperidin-1-yl)-2-oxoacetamide NC1=C(C=C(C=N1)NC(C(=O)N1C(CCC(C1)C)C1=CC=CC=C1)=O)CC